1-((7-(6-chloro-2-oxo-1-(1-((2-(trimethylsilyl)ethoxy)methyl)-1H-pyrazol-4-yl)-1,2,3,4-tetrahydroquinolin-8-yl)thieno[3,2-b]pyridin-2-yl)methyl)pyrrolidine-2,5-dione ClC=1C=C2CCC(N(C2=C(C1)C1=C2C(=NC=C1)C=C(S2)CN2C(CCC2=O)=O)C=2C=NN(C2)COCC[Si](C)(C)C)=O